(2R,3R)-N-(2-Amino-3-fluoro-4-((4-hydroxybenzyl)amino)phenyl)-2,3-difluorooctanamid NC1=C(C=CC(=C1F)NCC1=CC=C(C=C1)O)NC([C@H]([C@@H](CCCCC)F)F)=O